2-(3-(benzyloxy)propyl)-7-bromo-1-methyl-4-(trifluoromethyl)-1H-imidazo[4,5-c]quinoline C(C1=CC=CC=C1)OCCCC=1N(C2=C(C(=NC=3C=C(C=CC23)Br)C(F)(F)F)N1)C